C1(=CC=CC=C1)C1=NC=CC(=N1)C(=O)N 2-phenylpyrimidine-4-carboxamide